2-chloro-1-chlorocyclopropylethane ClC1C(C1)(Cl)CC